C[C@H](CCCCCCCCCCCC(=O)O)O The molecule is an (omega-1)-hydroxy fatty acid that is myristic acid in which the 13-pro-R hydrogen is replaced by a hydroxy group. It is an (omega-1)-hydroxy fatty acid and a long-chain fatty acid. It derives from a tetradecanoic acid.